2-{3-[(3S)-3-(propan-2-yl)piperazin-1-yl]-1,2,4-triazin-6-yl}-5-(1H-pyrazolo[3,4-d]pyrimidin-1-yl)phenol CC(C)[C@H]1CN(CCN1)C=1N=NC(=CN1)C1=C(C=C(C=C1)N1N=CC=2C1=NC=NC2)O